CC1=CC=C(C=C1)S(=O)(=O)OCCCCC1=C(C=CC=C1)Br 4-(2-bromophenyl)butyl 4-methylbenzenesulfonate